(E)-N-(4-((3-chloro-2-fluorophenyl)amino)-5-methyl-quinazolin-6-yl)-4-(methylamino)but-2-enamide ClC=1C(=C(C=CC1)NC1=NC=NC2=CC=C(C(=C12)C)NC(\C=C\CNC)=O)F